ClC1=C(C=CC(=C1)I)NC=1N(C(C=C2CCN(C(C12)=O)OCCO)=O)C 8-((2-chloro-4-iodophenyl)amino)-2-(2-hydroxyethoxy)-7-methyl-3,4-dihydro-2,7-naphthyridine-1,6(2H,7H)-dione